N1(CCOCC1)CCCC1=C(C(=O)N)C=CC=C1NC=1N=NC(=CC1)C1=CC=CC=C1 [3-(morpholin-4-yl)propyl]-3-[(6-phenylpyridazin-3-yl)amino]benzamide